OC1(CC2CCC3C4CCCC(C4(CCC3C2CC1)C)=O)COC 8-hydroxy-8-(methoxymethyl)-12a-methylhexadecahydrochrysen-1(2H)-one